C(C)[C@H]1[C@@H](C[C@@H](N(C1)C(=O)OC(C)(C)C)C)O tert-butyl (2S,4R,5R)-5-ethyl-4-hydroxy-2-methylpiperidine-1-carboxylate